2-(4-(7-((5,7-Difluoro-2-methyl-1H-benzo[d]imidazol-6-yl)oxy)quinoxalin-2-yl)-1H-pyrazol-1-yl)ethanol FC1=CC2=C(NC(=N2)C)C(=C1OC1=CC=C2N=CC(=NC2=C1)C=1C=NN(C1)CCO)F